[(3R)-pyrrolidin-3-yl] 6-[[4-[[2-(6-methyl-2-pyridyl)pyrimidin-4-yl]amino]pyrimidin-2-yl]amino]pyridine-3-carboxylate CC1=CC=CC(=N1)C1=NC=CC(=N1)NC1=NC(=NC=C1)NC1=CC=C(C=N1)C(=O)O[C@H]1CNCC1